propionamide di-trifluoroacetate FC(C(=O)O)(F)F.FC(C(=O)O)(F)F.C(CC)(=O)N